S-((3-carbamoylpyridin-2-yl)thio)cysteine C(N)(=O)C=1C(=NC=CC1)SSC[C@H](N)C(=O)O